C(C)N1C(C=NC2=CC=CC=C12)=O 1-Ethylquinoxalin-2(1H)-one